Difluoroethan FC(C)F